2-[4-[2-[[(1S,2R)-2-hydroxy-2-(4-hydroxyphenyl)-1-methylethyl]amino]-ethyl]-2,5-dimethylphenoxy]-acetic acid O[C@@H]([C@H](C)NCCC1=CC(=C(OCC(=O)O)C=C1C)C)C1=CC=C(C=C1)O